2-(dimethylaminomethyl)-1-(3-methoxyphenyl)cyclohexanol CN(C)CC1C(CCCC1)(O)C1=CC(=CC=C1)OC